CC1=C(C=CC(=C1)F)C1C(C2=C(CCC1)C=C(C=C2)C(=O)OC)=O methyl 6-(2-methyl-4-fluorophenyl)-5-oxo-6,7,8,9-tetrahydrobenzo[7]annulene-2-carboxylate